methyl 4-amino-3-(2-hydroxypropan-2-yl)benzoate NC1=C(C=C(C(=O)OC)C=C1)C(C)(C)O